5,6-dichloro-5-methylpiperidin-2-one ClC1(CCC(NC1Cl)=O)C